1-methyl-3-(pyridin-4-yl)-1H-pyrazole-5-carboxylate CN1N=C(C=C1C(=O)[O-])C1=CC=NC=C1